2,3-dichloroacryloxypropyl-trimethoxysilane benzyl-((R)-1-((S)-2-amino-3-(3-cyanophenyl)propanoyl)piperidin-3-yl)carbamate C(C1=CC=CC=C1)N(C(O)=O)[C@H]1CN(CCC1)C([C@H](CC1=CC(=CC=C1)C#N)N)=O.ClC(C(=O)OCCC[Si](OC)(OC)OC)=CCl